C(C)(=O)C=1C=C(C=C2C(N(C(=NC12)N1CCC(CC1)(C)C)C1CC1)=O)C 8-acetyl-3-cyclopropyl-2-(4,4-dimethylpiperidin-1-yl)-6-methylquinazolin-4(3H)-one